(S)-6-(1-amino-1,3-dihydrospiro[indene-2,4'-piperidine]-1'-yl)-3-(1-(2,3-dichloropyridin-4-yl)vinyl)-1H-pyrazole N[C@@H]1C2=CC=CC=C2CC12CCN(CC2)C2=CC(=C(C(=N2)Cl)Cl)C(=C)C2=NNC=C2